(R)-7-bromo-4-(cyclopropyldifluoromethyl)-4-(cyclopropylethynyl)-6-fluoro-3,4-dihydroquinazolin-2(1H)-one BrC1=C(C=C2[C@](NC(NC2=C1)=O)(C#CC1CC1)C(F)(F)C1CC1)F